FC(C(C(C(C(C(C(F)(F)P(O)(O)=O)(F)F)(F)F)(F)F)(F)F)(F)F)(CCCCCCCCCCCC(F)(F)F)F Heptadecafluorononadecylphosphonic acid